FC(C=C)C1=CC(=NC=C1)N1N=CC(=C1)S(=O)(=O)NC=1C(=CC=C2C=NN(C12)C)OC 1-(4-(1-FLUOROALLYL)PYRIDIN-2-YL)-N-(6-METHOXY-1-METHYL-1H-INDAZOL-7-YL)-1H-PYRAZOLE-4-SULFONAMIDE